[I-].[I-].[Dy+2].S1C2=C(N(CC1)C(=O)C1=CC(=C(C=C1)OC)F)C=CC=C2 (2,3-dihydro-4H-benzo[b][1,4]thiazin-4-yl)(3-fluoro-4-methoxyphenyl)methanone Dysprosium Diiodide